(E)-1-(4-(benzyloxy)-3-hydroxyphenyl)-3-(3,4-dimethoxyphenyl)prop-2-en-1-one ruthenium tris(2,2'-bipyridyl-4,4'-dicarboxylate) N1=C(C=C(C=C1)C(=O)[O-])C1=NC=CC(=C1)C(=O)[O-].N1=C(C=C(C=C1)C(=O)[O-])C1=NC=CC(=C1)C(=O)[O-].N1=C(C=C(C=C1)C(=O)[O-])C1=NC=CC(=C1)C(=O)[O-].[Ru+6].C(C1=CC=CC=C1)OC1=C(C=C(C=C1)C(\C=C\C1=CC(=C(C=C1)OC)OC)=O)O